FC(CN1C(=NC=2C1=NC(=CN2)C2=CNC=1N=C(N=CC12)NC1CCC(CC1)(O)CC)C)F 4-((5-(1-(2,2-difluoroethyl)-2-methyl-1H-imidazo[4,5-b]pyrazin-6-yl)-7H-pyrrolo[2,3-d]pyrimidin-2-yl)amino)-1-ethylcyclohexan-1-ol